NC1C(CN(CC1)C(=O)OCC1=CC=CC=C1)NC(=O)OC(C)(C)C benzyl 4-amino-3-(tert-butoxycarbonylamino)piperidine-1-carboxylate